BrC1=CC(=CC=2CCOC21)CCO 2-(7-bromo-2,3-dihydrobenzofuran-5-yl)ethanol